RAC-(R)-N-(1-(2-(4-(4-((2,6-DIOXOPIPERIDIN-3-YL)AMINO)PHENYL)PIPERIDIN-1-YL)ACETYL)-4-METHYLPIPERIDIN-4-YL)-1-(6-(2-HYDROXYPHENYL)PYRIDAZIN-4-YL)-4-PHENYLPIPERIDINE-4-CARBOXAMIDE O=C1NC(CC[C@H]1NC1=CC=C(C=C1)C1CCN(CC1)CC(=O)N1CCC(CC1)(C)NC(=O)C1(CCN(CC1)C1=CN=NC(=C1)C1=C(C=CC=C1)O)C1=CC=CC=C1)=O |r|